(R)-1-(4-methoxyphenyl)ethane-1-amine COC1=CC=C(C=C1)[C@@H](C)N